3-glycidoxypropyl-tris(2-methoxyethoxy)silane sodium [Na].C(C1CO1)OCCC[Si](OCCOC)(OCCOC)OCCOC